NC1=CC(=C(C(=N1)C1=C(C=C2C(=NC(=NC2=C1)OC1C(CCC1)N(C)C)N1[C@H](CN(CC1)C(C=C)=O)C)Cl)C(F)(F)F)C 1-[(3S)-4-[7-[6-amino-4-methyl-3-(trifluoromethyl)-2-pyridinyl]-6-chloro-2-[2-(dimethylamino)cyclopentyloxy]quinazolin-4-yl]-3-methyl-piperazin-1-yl]prop-2-en-1-one